N1(CCC1)CCOC1=C(C=C(C=C1)NC(C1=CC(=CC=C1)OC)=O)C=1C(=NOC1C)C N-(4-(2-(azetidin-1-yl)ethoxy)-3-(3,5-dimethylisoxazol-4-yl)phenyl)-3-methoxybenzamide